N=1C=C(N2N=CC=CC21)C#CC2=C(C=CC=1C(=NOC12)NC1=CC=C(C=C1)C(F)(F)F)C 7-(imidazo[1,2-b]pyridazin-3-ylethynyl)-6-methyl-N-(4-(trifluoromethyl)phenyl)benzo[d]isoxazol-3-amine